(E)-4-(2-(2-(1-methyl-1H-pyrazol-4-yl)vinyl)-6-(3-(m-tolyl)-1H-pyrazol-1-yl)pyrimidin-4-yl)morpholine CN1N=CC(=C1)/C=C/C1=NC(=CC(=N1)N1CCOCC1)N1N=C(C=C1)C=1C=C(C=CC1)C